[Cl-].CC(C(=O)OCC(COC(C(CCCCCC)C)=O)OC(CCC[NH3+])=O)CCCCCC (4-((1,3-bis((2-methyloctanoyl)oxy)propan-2-yl)oxy)-4-oxobutyl)ammonium chloride